(1S,3S)-N1-(5-(2-Fluoro-6-methoxyphenyl)pyridin-2-yl)-N3-(3H-imidazo[4,5-b]pyridin-2-yl)cyclopentane-1,3-diamine FC1=C(C(=CC=C1)OC)C=1C=CC(=NC1)N[C@@H]1C[C@H](CC1)NC1=NC=2C(=NC=CC2)N1